1,3,4-trithiabutane SCSS